C1(=C(C=CC2=CC=CC=C12)OC1=CC=C2C=3C=CC(=CC3CC2=C1)CO)C1=C(C=CC2=CC=CC=C12)OC1=CC=C2C=3C=CC(=CC3CC2=C1)CO {[1,1'-binaphthalene]-2,2'-diylbis(oxy-9H-fluorene-7,2-diyl)}dimethanol